The molecule is the monocarboxylic acid anion formed by deprotonating carumonam at the carboxyl proton. It is a conjugate base of a carumonam. C1=C(N=C(S1)N)/C(=N/OCC(=O)[O-])/C(=O)N[C@H]2[C@H](N(C2=O)S(=O)(=O)O)COC(=O)N